O([C@H]1[C@H](O)[C@@H](O)[C@H](O)[C@H](O1)CO)C1CC(CCC1C(C)C)C menthyl β-glucopyranoside